C1(CCCC1)NC1=C2C(=NC=C1C(=O)NC[C@H](C(C)(C)O)F)SC(=N2)C2=CC=CC=C2 (R)-7-(cyclopentylamino)-N-(2-fluoro-3-hydroxy-3-methylbutyl)-2-phenylthiazolo[5,4-b]pyridine-6-carboxamide